BrC=1C(=CC2=C(OCC[C@@H]3N(C2=O)CCN(C3)C(=O)OC(C)(C)C)C1)F tert-Butyl (S)-9-bromo-10-fluoro-12-oxo-1,2,4,4a,5,6-hexahydro-3H,12H-benzo[b]pyrazino[1,2-e][1,5]oxazocine-3-carboxylate